O=C1NC(CCC1NC(=O)C1=CC=C(C=N1)NC1CCC(CC1)C(=O)N1C[C@@H](CC1)C(=O)O)=O (3R)-1-((1R,4R)-4-((6-((2,6-DIOXOPIPERIDIN-3-YL)CARBAMOYL)PYRIDIN-3-YL)AMINO)CYCLOHEXANE-1-CARBONYL)PYRROLIDINE-3-CARBOXYLIC ACID